C[C@H]1[C@@H](C(=O)O[C@H]2[C@@H]([C@@H]([C@]3([C@@H]([C@@H]([C@@H]4[C@H]([C@@]3([C@@]2(C)O)O[C@]4(COC(=O)C5=C1C=CN=C5)C)OC(=O)C)OC(=O)C)OC(=O)C)COC(=O)C)OC(=O)C)O)C The molecule is a sesquiterpene alkaloid that is isolated from Tripterygium wilfordii and Tripterygium hypoglaucum. It has a role as a plant metabolite. It is an acetate ester, a dihydroagarofuran sesquiterpenoid, a macrolide, a pyridine alkaloid and a sesquiterpene alkaloid.